C(C)(C)(C)N1C=C(C=2C1=NC(=CC2)C(=O)N2C(CN(CC2)C2=NC(=C(C(=O)OC)C(=C2)C)C)(C)C)C2=CC(=C(C=C2)F)F methyl 6-(4-(1-(tert-butyl)-3-(3,4-difluorophenyl)-1H-pyrrolo[2,3-b]pyridine-6-carbonyl)-3,3-dimethylpiperazin-1-yl)-2,4-dimethylnicotinate